ClC=1C=C(C=CC1Cl)CCC(=O)NC1=C(C(=NN1)C1=CC=NC=C1)C 3-(3,4-Dichlorophenyl)-N-(4-methyl-3-(pyridin-4-yl)-1H-pyrazol-5-yl)propanamide